7-bromo-4-methoxyquinolin-2(1H)-one BrC1=CC=C2C(=CC(NC2=C1)=O)OC